2-fluoro-9-(β-D-ribofuranosyl)-9H-purine FC1=NC=C2N=CN(C2=N1)[C@H]1[C@H](O)[C@H](O)[C@H](O1)CO